C(=O)(O)C=1C=C(C=CC1N)CCC1=CC(=C(C=C1)N)C(=O)O 1,2-bis(3-carboxy-4-aminophenyl)ethane